FC1(CC(C1)C1=NN(C(=C1C)NC(OCC(F)(F)F)=O)C1=CC=CC=C1)F 2,2,2-trifluoroethyl (3-(3,3-difluorocyclobutyl)-4-methyl-1-phenyl-1H-pyrazol-5-yl)carbamate